lithium 8-[(2R,5S)-5-ethyl-2-(methoxymethyl)morpholin-4-yl]-6-[(1-methylcyclopropyl)sulfamoyl]imidazo[1,5-a]pyridine-3-carboxylate C(C)[C@H]1CO[C@H](CN1C=1C=2N(C=C(C1)S(NC1(CC1)C)(=O)=O)C(=NC2)C(=O)[O-])COC.[Li+]